1-(pyrazin-2-ylmethyl)-6-[3-(trifluoromethyl)phenyl]-3H-imidazo[4,5-b]pyridin-2-one N1=C(C=NC=C1)CN1C(NC2=NC=C(C=C21)C2=CC(=CC=C2)C(F)(F)F)=O